BrC1=CC(=C(C=C1)N1CC(OC(C1)C)C)C1=NC(=NO1)C1=CC=C(C=C1)C=1N(C=C(N1)C(F)(F)F)C 4-(4-bromo-2-(3-(4-(1-methyl-4-(trifluoromethyl)-1H-imidazol-2-yl)phenyl)-1,2,4-oxadiazol-5-yl)phenyl)-2,6-dimethylmorpholine